C1(=CC(=CC(=C1)C(=O)NC=1C=C(C=C(C(=O)[O-])C1)C(=O)[O-])C(=O)NC=1C=C(C=C(C(=O)[O-])C1)C(=O)[O-])C(=O)NC=1C=C(C=C(C(=O)[O-])C1)C(=O)[O-] 5,5',5''-((benzene-1,3,5-tricarbonyl)tris(azanediyl))triisophthalate